(1-Benzyl-4-{4-fluoro-2-[(S)-(imidazo[1,2-c]pyrimidin-5-ylamino)(4-methylcyclohexyl)-methyl]-1H-benzimidazol-5-yl}pyrrolidin-3-yl)(3,3-difluoroazetidin-1-yl)methanone C(C1=CC=CC=C1)N1CC(C(C1)C1=C(C2=C(NC(=N2)[C@H](C2CCC(CC2)C)NC2=NC=CC=3N2C=CN3)C=C1)F)C(=O)N1CC(C1)(F)F